4-bromo-6-ethoxy-1H-pyrazolo[3',4':3,4]pyrazolo[1,5-a]pyridine BrC=1C=2N(C=C(C1)OCC)N=C1C2C=NN1